CC(CCCCCCCCCCCN)(C)C trimethyl-N-dodecylamine